2-ethyl-7-(2-hydroxyethylamino)-5-[7-(1-methylpyrazol-4-yl)imidazo[1,2-a]pyridin-3-yl]isoindolin-1-one C(C)N1C(C2=C(C=C(C=C2C1)C1=CN=C2N1C=CC(=C2)C=2C=NN(C2)C)NCCO)=O